5-bromo-2-tetrahydropyran-4-yl-pyridine BrC=1C=CC(=NC1)C1CCOCC1